NCCOCCOCCC(=O)NC1=C(C(=O)NC2=NC=C(C=C2)C)C=CC=C1 2-(3-(2-(2-Aminoethoxy)ethoxy)propanamido)-N-(5-methylpyridin-2-yl)benzamide